Benzyl (4-((((4,4-difluorocyclohexyl)methyl)imino)methyl)pyrimidin-2-yl)carbamate FC1(CCC(CC1)CN=CC1=NC(=NC=C1)NC(OCC1=CC=CC=C1)=O)F